NCCNC1=NN2C(C=N1)=CC=C2C(=O)NC=2C(=NN(C2)C)C(N)=O 2-[(2-Aminoethyl)amino]-N-(3-carbamoyl-1-methyl-1H-pyrazol-4-yl)pyrrolo[2,1-f][1,2,4]triazin-7-carboxamid